(1R,3S,4R)-N-((S)-1-cyano-2-((S)-2-oxopiperidin-3-yl)ethyl)-5,5-difluoro-2-(4-methoxy-1H-indole-2-carbonyl)-2-azabicyclo[2.2.2]octane-3-carboxamide C(#N)[C@H](C[C@H]1C(NCCC1)=O)NC(=O)[C@H]1N([C@H]2CC([C@@H]1CC2)(F)F)C(=O)C=2NC1=CC=CC(=C1C2)OC